C(#N)C1=CC(=C(C=N1)OC1=CC(=C2C(=N1)N(C=N2)C)NC2=CC=C(C=N2)C(=O)NCCCO)C 6-[[5-[(6-cyano-4-methyl-3-pyridinyl)oxy]-3-methyl-imidazo[4,5-b]pyridin-7-yl]amino]-N-(3-hydroxypropyl)pyridine-3-carboxamide